O=CCCC 1-oxobutane